1-Isopropyl-2-oxo-1,2-dihydrochinolin C(C)(C)N1C(C=CC2=CC=CC=C12)=O